COC=1C=C2N(C(C=3N(C2=CC1)C=CN3)=O)C3=C(C=CC=C3)C 7-Methoxy-5-(o-tolyl)imidazo[1,2-a]quinoxalin-4(5H)-one